C(C(C)(C)C)(=O)OC1=CC2=C(OCO2)C=C1C1=C2C=C(C(=CC2=CC=2COC(C21)=O)OC)OC 6-(6,7-dimethoxy-3-oxo-1,3-dihydronaphtho[2,3-c]furan-4-yl)benzo[d][1,3]dioxol-5-yl pivalate